ClC1=C(C(=NN1C)C1=NOC(=C1)C)CN1C[C@H](CCC1)NCCC(C)C (S)-1-((5-Chloro-1-methyl-3-(5-methylisoxazol-3-yl)-1H-pyrazol-4-yl)methyl)-N-isopentylpiperidin-3-amine